C(C=C)(=O)NCCC[Si](OCC)(OCC)OCC acrylamidopropyltriethoxysilan